O=CCCCCC(=O)ON1C(CCC1=O)=O (2,5-dioxopyrrolidin-1-yl) 6-oxohexanoate